[(1R,3aS,3bR,4E,5aS,7S,9aS,9bS,11aR)-7-hydroxy-1-[(2R)-6-hydroxy-6-methylheptan-2-yl]-9a,11a-dimethylhexadecahydro-1H-cyclopenta[1,2-a]phenanthren-4-ylidene]hydroxylamine O[C@H]1CC[C@@]2([C@H]3CC[C@]4([C@H]([C@@H]3\C(\C[C@H]2C1)=N\O)CC[C@@H]4[C@H](C)CCCC(C)(C)O)C)C